CN1N=C(C=C1C)NC1=NC=C(C(=N1)C1=CNC2=C(C=CC=C12)NC(CN1C[C@H](CC1)OC=1C=NC(=NC1)N1CCOCC1)=O)C (S)-N-(3-(2-((1,5-dimethyl-1H-pyrazol-3-yl)amino)-5-methylpyrimidin-4-yl)-1H-indol-7-yl)-2-(3-((2-morpholinopyrimidin-5-yl)oxy)pyrrolidin-1-yl)acetamide